tri-tert-butyl 2,2',2''-(10-(1-amino-25,25-dimethyl-19,23-dioxo-3,6,9,12,15,24-hexaoxa-18-azahexacosan-22-yl)-1,4,7,10-tetraazacyclododecane-1,4,7-triyl)triacetate NCCOCCOCCOCCOCCOCCNC(CCC(C(OC(C)(C)C)=O)N1CCN(CCN(CCN(CC1)CC(=O)OC(C)(C)C)CC(=O)OC(C)(C)C)CC(=O)OC(C)(C)C)=O